2-chloro-4-(3,5-dimethyl-1H-pyrazol-4-yl)-5-fluoropyrimidine ClC1=NC=C(C(=N1)C=1C(=NNC1C)C)F